(R)-5-guanidino-2-methyl-N-(1-(naphthalen-1-yl)ethyl)benzamide N(C(=N)N)C=1C=CC(=C(C(=O)N[C@H](C)C2=CC=CC3=CC=CC=C23)C1)C